OC=1C(NC=NC1CCN1C(C=C(C=C1)C#CC=1C=NN(C1)C)=O)=O 5-hydroxy-6-(2-(4-((1-methyl-1H-pyrazol-4-yl)ethynyl)-2-oxopyridin-1(2H)-yl)ethyl)pyrimidin-4(3H)-one